(3,5-di-tert-butyl-4-hydroxyphenyl) propionate behenyl-propionate C(CCCCCCCCCCCCCCCCCCCCC)OC(CC)=O.C(CC)(=O)OC1=CC(=C(C(=C1)C(C)(C)C)O)C(C)(C)C